N-((1R,4R)-4-carbamoyl-cyclohexyl)-7-(3,4-dimethoxyphenyl)pyrazolo[1,5-a]pyrimidine-2-carboxamide C(N)(=O)C1CCC(CC1)NC(=O)C1=NN2C(N=CC=C2C2=CC(=C(C=C2)OC)OC)=C1